2-[(2S)-pyrrolidin-2-yl]propan-2-ol N1[C@@H](CCC1)C(C)(C)O